CN1N=C2N(C=C(C(=N2)N2CCC(CC2)OC2=CC=CC=C2)C)C1=O 2,6-dimethyl-7-(4-phenoxypiperidin-1-yl)-[1,2,4]triazolo[4,3-a]pyrimidin-3(2H)-one